3-[(5-chloropyridin-2-yl)sulfanyl]-N-hydroxypyridine-4-carboximidamide ClC=1C=CC(=NC1)SC=1C=NC=CC1C(NO)=N